ethyl 2-chloro-5-oxo-7H-benzimidazolo[1,2-a][1,6]naphthyridine-6-carboxylate ClC=1N=CC=2C(C(=C3N(C2C1)C1=C(N3)C=CC=C1)C(=O)OCC)=O